1'-cyclopropyl-6',7'-difluoro-1'H-[1,2'-bibenzo[d]imidazole]-6-amine C1(CC1)N1C(=NC2=C1C(=C(C=C2)F)F)N2C=NC1=C2C=C(C=C1)N